N[C@@H](CC(=O)O)C1=CC=CC=C1 (S)-3-amino-3-phenylpropanoic acid